CC1=CNC2=C1C(NCC2)=O 3-methyl-6,7-dihydro-1H-pyrrolo[3,2-c]pyridin-4-one